FC=1C(=C(C=CC1F)[C@H]1[C@@H](O[C@@]2(CC[C@]12C)C(F)(F)F)C(=O)NC1=CC(=NC=C1)S(N)(=O)=O)OC |o1:8,9,11,14| rel-(1R,3R,4S,5R)-4-(3,4-difluoro-2-methoxyphenyl)-5-methyl-N-(2-sulfamoylpyridin-4-yl)-1-trifluoromethyl-2-oxabicyclo[3.2.0]heptane-3-carboxamide